1-(1,5-Bis(tetrahydrofuran-2-yl)isochinolin-4-yl)-N-(5-chloro-6-(2H-1,2,3-triazol-2-yl)pyridin-3-yl)-5-(trifluoromethyl)-1H-pyrazol-4-carboxamid O1C(CCC1)C1=NC=C(C2=C(C=CC=C12)C1OCCC1)N1N=CC(=C1C(F)(F)F)C(=O)NC=1C=NC(=C(C1)Cl)N1N=CC=N1